monochloro-bromoform ClC(Br)(Br)Br